2-naphthol hydrochloride Cl.C1=C(C=CC2=CC=CC=C12)O